[Si](C)(C)(C(C)(C)C)O[C@H]1CC[C@@H](OC1)CN ((2R,5S)-5-((tert-Butyldimethylsilyl)oxy)tetrahydro-2H-pyran-2-yl)methylamine